D-Proline methyl ester hydrochloride Cl.COC([C@@H]1NCCC1)=O